(S)-6-bromo-1-(sec-butyl)-3-methyl-1H-indole-4-carboxylic acid BrC=1C=C(C=2C(=CN(C2C1)[C@@H](C)CC)C)C(=O)O